N1CCC(CC1)NCC(C)O 1-((Piperidin-4-yl)amino)propan-2-ol